C=C1C2CCC(C1)C2 methanediyl-bicyclo-[2.2.1]-heptane